CC(=CCCC=1C(OC(C1)C1=CC=CC=C1)=O)CCC=C(C)C 3-(4,8-dimethyl-n-nonane-3,7-dien-1-yl)-5-phenylfuran-2(5H)-one